ClC=1C=CC(=C(C1)CC(=O)NC=1C=C(C(=O)NC2(CCOCC2)C#N)C=CC1)OCC1=CC=C(C=C1)OC 3-[[2-[5-Chloro-2-[(4-methoxyphenyl)methoxy]phenyl]acetyl]amino]-N-(4-cyanotetrahydropyran-4-yl)benzamide